C(C)OC(=O)C1(CCC(CC1)=O)C(=O)O 1-(ethoxycarbonyl)-4-oxo-cyclohexanecarboxylic acid